3-(6-phenylpyridin-3-yl)hex-4-ynoic acid C1(=CC=CC=C1)C1=CC=C(C=N1)C(CC(=O)O)C#CC